CC=1C(=NC(=NC1)N)C1=CC=C(C=C1)NC1=NC(=NC=C1C)N1CCOCC1 5-methyl-4-(4-((5-methyl-2-morpholinylpyrimidin-4-yl)amino)phenyl)pyrimidin-2-amine